3-Amino-6-(3-ethyl-1H-pyrrolo[2,3-b]pyridin-5-yl)pyridin NC=1C=NC(=CC1)C=1C=C2C(=NC1)NC=C2CC